C[N+](CCCCCCCC[N+](C)(C)C)(C)C N1,N1,N1,N8,N8,N8-hexamethyloctane-1,8-diaminium